FC(C=1N=CC(=NC1)CC1CCC2(CNC2)CC1)(F)F 7-[[5-(trifluoromethyl)pyrazin-2-yl]methyl]-2-azaspiro[3.5]nonane